2-(3-Oxa-6-azabicyclo[3.1.1]heptan-6-yl)-N-(2-((3-cyanobicyclo[1.1.1]pentan-1-yl)carbamoyl)-5-methoxyphenyl)-6-methoxybenzo[d]thiazole-7-carboxamide C12COCC(N1C=1SC3=C(N1)C=CC(=C3C(=O)NC3=C(C=CC(=C3)OC)C(NC31CC(C3)(C1)C#N)=O)OC)C2